3-((2S)-2-hydroxy-3-(8-(4'-((isopropylamino)methyl)biphenyl-3-ylsulfonyl)-1-oxa-8-azaspiro[4.5]decan-3-ylamino)propoxy)-N-methylbenzenesulfonamide O[C@H](COC=1C=C(C=CC1)S(=O)(=O)NC)CNC1COC2(C1)CCN(CC2)S(=O)(=O)C=2C=C(C=CC2)C2=CC=C(C=C2)CNC(C)C